5-chloro-N-(2,4-difluoro-3-{8-methoxy-2-[(1-methylpiperidin-4-yl)amino]quinazolin-6-yl}phenyl)-3-hydroxy-2,3-dihydro-1-benzofuran-7-sulfonamide ClC=1C=C(C2=C(C(CO2)O)C1)S(=O)(=O)NC1=C(C(=C(C=C1)F)C=1C=C2C=NC(=NC2=C(C1)OC)NC1CCN(CC1)C)F